COC1=CC=C(C=C1)C(CN)C 2-(4-methoxyphenyl)propan-1-amine